C(C)OC(=O)C1=C(N=C(S1)NC1=NC(=CC(=N1)N1C(C(NCC1)=O)C)N1CCN(CC1)C)C 2-[[4-[2-methyl-3-oxo-1-piperazinyl]-6-[4-methyl-1-piperazinyl]-2-pyrimidinyl]amino]-4-methyl-5-thiazolecarboxylic acid ethyl ester